(S)-6-((4-((2-hydroxy-1-phenylethyl)amino)-5-(5-(pyridin-2-yl)-1,3,4-oxadiazol-2-yl)pyridin-2-yl)amino)-1-methyl-1,2-dihydro-3H-pyrazolo[3,4-b]pyridin-3-one OC[C@H](C1=CC=CC=C1)NC1=CC(=NC=C1C=1OC(=NN1)C1=NC=CC=C1)NC1=CC=C2C(=N1)N(NC2=O)C